4-((4-methoxybenzyl)oxy)-6-(methylamino)pyrazolo[1,5-a]Pyridine-3-carbonitrile COC1=CC=C(COC=2C=3N(C=C(C2)NC)N=CC3C#N)C=C1